2-(4-(1,1,2,2-tetrafluoroethoxy)phenyl)acetonitrile FC(C(F)F)(OC1=CC=C(C=C1)CC#N)F